C1(CC1)C(=O)C=1C=CC=C2C(=NC=NC12)N[C@H](CN1CCN(CC1)S(=O)(=O)C1=C(N=C(S1)NC(OC)=O)C)C methyl N-[5-({4-[(2S)-2-[(8-cyclopropanecarbonylquinazolin-4-yl)amino]propyl]piperazin-1-yl}sulfonyl)-4-methyl-1,3-thiazol-2-yl]carbamate